(2-(4-(4-Amino-5-(4-(3-phenylpropionylamino)phenyl)-7H-pyrrolo[2,3-d]pyrimidin-7-yl)cyclohexyl)-1,3-dioxan-5-yl)carbamic acid tert-butyl ester C(C)(C)(C)OC(NC1COC(OC1)C1CCC(CC1)N1C=C(C2=C1N=CN=C2N)C2=CC=C(C=C2)NC(CCC2=CC=CC=C2)=O)=O